trifluoromethoxyazophenol FC(OC=1C(=C(C=CC1)O)N=NC1=C(C=CC=C1)O)(F)F